(S)-2-(1-(dimethylamino)ethyl)-6-(2-(3-((2-methoxy-4-(methylsulfonyl)phenyl)amino)prop-1-yn-1-yl)-3-(2,2,2-trifluoroethyl)imidazo[1,2-a]pyridin-8-yl)pyridin-4(1H)-one CN([C@@H](C)C=1NC(=CC(C1)=O)C=1C=2N(C=CC1)C(=C(N2)C#CCNC2=C(C=C(C=C2)S(=O)(=O)C)OC)CC(F)(F)F)C